1-(4-((4-methylpiperazin-1-yl)methyl)-3-(trifluoromethyl)phenyl)-3-(5-(pyridin-3-yl)-1H-pyrazol-3-yl)urea CN1CCN(CC1)CC1=C(C=C(C=C1)NC(=O)NC1=NNC(=C1)C=1C=NC=CC1)C(F)(F)F